C(C)(C)(C)OC(=O)N(C1=CC(=NC=2N1N=CC2C2CCC2)NC[C@@H]2CN(CCC2)C(=O)OC(C)(C)C)C2=CC(=CC(=C2)C)F tert-butyl (R)-3-((7-((tert-butoxycarbonyl)(3-fluoro-5-methylphenyl)amino)-3-cyclobutylpyrazolo[1,5-a]pyrimidin-5-yl)aminomethyl)piperidine-1-carboxylate